FC(C=1C=C(C=CC1F)C1=CN=C(C(=N1)CN1C(O[C@@H](C1)C)=O)C)F (5R)-3-[[6-[3-(Difluoromethyl)-4-fluoro-phenyl]-3-methyl-pyrazin-2-yl]methyl]-5-methyl-oxazolidin-2-one